6-(((3R,4R)-1-(1-(difluoromethyl)-1H-benzo[d]imidazol-2-yl)-3-fluoropiperidin-4-yl)oxy)-3-(3-fluorophenyl)-1-methyl-1H-indazole FC(N1C(=NC2=C1C=CC=C2)N2C[C@H]([C@@H](CC2)OC2=CC=C1C(=NN(C1=C2)C)C2=CC(=CC=C2)F)F)F